ClC=1C(N(N=CC1N1C[C@@H]([C@H](C1)OC1=NC=NC(=C1)C=1C(=NN(C1C)C)C)F)CCO)=O 4-chloro-5-((3S,4S)-3-fluoro-4-((6-(1,3,5-trimethyl-1H-pyrazol-4-yl)pyrimidin-4-yl)oxy)pyrrolidin-1-yl)-2-(2-hydroxyethyl)pyridazin-3(2H)-one